4-ethoxycarbonyl-2-nitrophenylboronic acid pinacol ester C(C)OC(=O)C1=CC(=C(C=C1)B1OC(C)(C)C(C)(C)O1)[N+](=O)[O-]